(S)-4-Ethyl-9-(4-methoxybenzyl)-2-methyl-1-oxa-4,9-diazaspiro[5.5]undecan-3-on C(C)N1C([C@@H](OC2(C1)CCN(CC2)CC2=CC=C(C=C2)OC)C)=O